FC(CN1C=CC2=C(C=CC=C12)NC1CCS(CC1)(=O)=O)(F)F 4-((1-(2,2,2-trifluoroethyl)-1H-indol-4-yl)amino)tetrahydro-2H-thiopyran 1,1-dioxide